C(C#C)[C@@]1(O)[C@@H](O)[C@@H](O)[C@H](O)[C@H](O1)CO propargyl-α-D-mannopyranose